5-Fluoro-N,N-diisopropyl-2-((4-(7-(((2S,5R)-5-((N-isopropyl-N-methylsulfamoyl)amino)tetrahydro-2H-pyran-2-yl)methyl)-2,7-diazaspiro[3.5]nonan-2-yl)pyrimidin-5-yl)oxy)benzamide FC=1C=CC(=C(C(=O)N(C(C)C)C(C)C)C1)OC=1C(=NC=NC1)N1CC2(C1)CCN(CC2)C[C@H]2OC[C@@H](CC2)NS(N(C)C(C)C)(=O)=O